(R)-3-(1,4-dimethyl-1H-benzo[d][1,2,3]triazol-5-yl)-3-(3-(((R)-2-ethyl-8-fluoro-7-hydroxy-2,3-dihydropyrido[2,3-f][1,4]oxazepin-4(5H)-yl)methyl)-4-methylphenyl)propanoic acid CN1N=NC2=C1C=CC(=C2C)[C@H](CC(=O)O)C2=CC(=C(C=C2)C)CN2C[C@H](OC1=C(C2)N=C(C(=C1)F)O)CC